[Co].[Fe].[Co] cobalt-iron-cobalt